tert-butyl (2R,5R)-2-[(4-cyclopropylphenyl)carbamoyl]-5-fluoro-piperidine-1-carboxylate C1(CC1)C1=CC=C(C=C1)NC(=O)[C@@H]1N(C[C@@H](CC1)F)C(=O)OC(C)(C)C